2-(2-{octahydrocyclopenta[c]pyrrol-2-yl}-2-oxoethyl)-2,3-dihydro-1H-isoindol-1-one C1N(CC2C1CCC2)C(CN2C(C1=CC=CC=C1C2)=O)=O